(19R)-22-amino-3-ethyl-16-fluoro-10,19-dimethyl-20-oxa-3,4,10,11,23-pentaazapentacyclo[19.3.1.02,6.08,12.013,18]pentacosa-1(24),2(6),4,8,11,13,15,17,21(25),22-decaene-5-carboxylic acid NC=1C=2O[C@@H](C3=CC(=CC=C3C3=NN(C=C3CC=3C(=NN(C3C(=CN1)C2)CC)C(=O)O)C)F)C